NC1CC2(C1)CC=C(CC2)C=2N=C(C1=C(N2)N(C=C1C1=CC=C(C=C1)OC1=NC=CC=N1)C)N (2-aminospiro[3.5]non-6-en-7-yl)-7-methyl-5-(4-(pyrimidin-2-yloxy)phenyl)-7H-pyrrolo[2,3-d]pyrimidin-4-amine